2,4-dichloro-5-(chloromethyl)pyridine ClC1=NC=C(C(=C1)Cl)CCl